ClC=1C=C(C(=NC1)OC)S(=O)(=O)NC1=NC=CC(=C1F)C#CC1=C2C(=CN=C1)N(N=C2)C 5-chloro-N-[3-fluoro-4-(2-{1-methyl-1H-pyrazolo[3,4-c]pyridin-4-yl}ethynyl)pyridin-2-yl]-2-methoxypyridine-3-sulfonamide